2-(2-bromo-6-fluoro-phenyl)ethylamine BrC1=C(C(=CC=C1)F)CCN